C(C)C(C(=O)[O-])(CC(C)=O)NCC ethyl-3-acetyl(ethyl)amino-propanoate